diethyl-1-butanamide p-toluenesulfonylhydrazone CC1=CC=C(C=C1)S(=O)(=O)NN=C(C(CC)(CC)CC)N